COC1=CC=C(C=C1)C=CC(=O)N1CCNC2=CC(=CC=C12)OC 3-(4-methoxyphenyl)-1-(6-methoxy-1,2,3,4-tetrahydroquinoxalin-1-yl)prop-2-en-1-one